((S)-1-(4-(methylsulfonyl)phenyl)ethyl)-4-((R)-3-(3-(trifluoromethyl)phenoxy)pyrrolidin-1-yl)tetrahydro-2H-pyran-4-carboxamide hydrochloride Cl.CS(=O)(=O)C1=CC=C(C=C1)[C@H](C)C1OCCC(C1)(C(=O)N)N1C[C@@H](CC1)OC1=CC(=CC=C1)C(F)(F)F